5-chloro-2-(4-pyridyl)-4-[1-(thiadiazole-4-carbonyl)-4-piperidinyl]-1H-pyrimidin-6-one ClC1=C(N=C(NC1=O)C1=CC=NC=C1)C1CCN(CC1)C(=O)C=1N=NSC1